4-[[(3R,4R)-1-(2-cyanoacetyl)-4-methyl-3-piperidinyl]-methyl-amino]pyrrolo[2,3-d]pyrimidine-7-carboxylic acid 4-piperidinyl ester N1CCC(CC1)OC(=O)N1C=CC2=C1N=CN=C2N(C)[C@H]2CN(CC[C@H]2C)C(CC#N)=O